cyclopentyl-(4-(((2s,3r,4r,5s)-3,4,5-trihydroxy-2-(hydroxymethyl)piperidin-1-yl)methyl)piperidin-1-yl)methanone C1(CCCC1)C(=O)N1CCC(CC1)CN1[C@H]([C@H]([C@@H]([C@H](C1)O)O)O)CO